C(C)(C)(C)OC(=O)N[C@H]1C[C@H](N(C1)C(=O)OCC1=CC=CC=C1)C(=O)OC (2S,4S)-1-Benzyl 2-methyl 4-(tert-butoxycarbonylamino)pyrrolidine-1,2-dicarboxylate